C1(CCCC1)N1C(=CC2=C1N=C(N=C2)N[C@H]2[C@@H](COCC2)O)C(=O)N(C)C 7-cyclopentyl-2-(((3S,4R)-3-hydroxytetrahydro-2H-pyran-4-yl)amino)-N,N-dimethyl-7H-pyrrolo[2,3-d]pyrimidine-6-carboxamide